C1=C(C=CC=2OC3=C(C21)C=CC=C3)CNC3=CN=C(N(C3=O)CC(=O)OCCCC)C3=CC=C(C=C3)OCCOC3=CC=C(C=C3)F butyl 2-(5-((dibenzo[b,d]furan-2-ylmethyl)amino)-2-(4-(2-(4-fluorophenoxy)ethoxy)phenyl)-6-oxopyrimidin-1(6H)-yl)acetate